tert-Butyl (R)-6-(acetylglycyl)-1,4-oxazepane-4-carboxylate C(C)(=O)NCC(=O)[C@@H]1CN(CCOC1)C(=O)OC(C)(C)C